N[C@H]1CN(CC1)C1=CC=CC(=N1)C1=NC2=CC(=NC=C2C=C1)CNC(C1=CN=CC(=C1)S(=O)(=O)C)=O |r| (Racemic)-N-((2-(6-(3-aminopyrrolidin-1-yl)pyridin-2-yl)-1,6-naphthyridin-7-yl)methyl)-5-(methylsulfonyl)nicotinamide